(S)-N-methyl-6-(1-methyl-1H-pyrazol-4-yl)-2,3-dihydrobenzofuran-3-amine CN[C@@H]1COC2=C1C=CC(=C2)C=2C=NN(C2)C